3-pentyl-2,3,4,9-tetrahydro-1H-carbazole-8-carboxylic acid C(CCCC)C1CCC=2NC3=C(C=CC=C3C2C1)C(=O)O